C(C)C1=C(C(=O)N2CCC(CC2)C2=C(C#N)C=CC=C2)C=C(C(=C1)C)C1=NN=C(N1)CCOC (1-(2-ethyl-5-(5-(2-methoxyethyl)-4H-1,2,4-triazol-3-yl)-4-methylbenzoyl)piperidin-4-yl)benzonitrile